1-(5-Cyano-4'-((2-(1,1-difluoroethyl)-6-methylpyrimidin-4-yl)amino)-[2,3'-bipyridin]-6'-yl)urea C(#N)C=1C=CC(=NC1)C=1C=NC(=CC1NC1=NC(=NC(=C1)C)C(C)(F)F)NC(=O)N